4-chloro-5-(1,3-dihydropyrrolo[3,4-c]pyridin-2-ylmethyl)thiophene-2-carboxamide trihydrochloride Cl.Cl.Cl.ClC=1C=C(SC1CN1CC=2C=NC=CC2C1)C(=O)N